N[C@H](C(=O)N[C@H](C(=O)OCC)CC1=CC=C(C=C1)F)CC1=NC2=C(N1C)C=CC(=C2)N(CCCl)CCCl ethyl (2S)-2-[[(2S)-2-amino-3-[5-[bis(2-chloroethyl)amino]-1-methyl-benzimidazol-2-yl]propanoyl]amino]-3-(4-fluorophenyl)propanoate